(2S,4R)-4-fluoro-N-[(S) or (R)-[6-fluoro-5-(propan-2-yl)pyridin-2-yl](1H-indazol-6-yl)methyl]-1-[2-(1H-1,2,3-triazol-5-yl)acetyl]pyrrolidine-2-carboxamide F[C@@H]1C[C@H](N(C1)C(CC1=CN=NN1)=O)C(=O)N[C@@H](C1=CC=C2C=NNC2=C1)C1=NC(=C(C=C1)C(C)C)F |o1:17|